NC1=CC=C(C(=N1)CC)C=1C(=CC=C2C=CC(=NC12)N(C(C)C)CC)F 8-(6-amino-2-ethylpyridin-3-yl)-N-ethyl-7-fluoro-N-isopropylquinolin-2-amine